(3S)-1-(1-((5-fluoro-2-pyridinyl)methyl)-1H-benzoimidazol-2-yl)-N-methyl-3-piperidinamine FC=1C=CC(=NC1)CN1C(=NC2=C1C=CC=C2)N2C[C@H](CCC2)NC